(E)-3-(5,7-difluoro-1H-indazol-6-yl)-N-(5-fluoro-2,4-dimethylpyridin-3-yl)acrylamide FC=1C=C2C=NNC2=C(C1/C=C/C(=O)NC=1C(=NC=C(C1C)F)C)F